O[C@H]1CCN(CC[C@H]1C1=CC=C(C=C1)C(=O)OC)C(=O)OCCCC butyl (4S,5S)-4-hydroxy-5-(4-(methoxycarbonyl)phenyl)azepane-1-carboxylate